S(=O)(=O)(CCC#N)CCC#N 3,3'-sulfonyldipropionitrile